methyl 4-((2-(2,2-difluoroethoxy)-5-fluoropyridin-4-yl)amino)-2-fluoro-5-(isopropylamino)benzoate FC(COC1=NC=C(C(=C1)NC1=CC(=C(C(=O)OC)C=C1NC(C)C)F)F)F